N-Acetyl-Cysteamin C(C)(=O)NCCS